C(C1=CC=CC=C1)N1CCN(CCCN(CCC1)CC=1C(=C(C=C(C1)C)C(C(=O)N)(CO)O)O)CC=1C(=C(C=C(C1)C)C(C(=O)N)(CO)O)O N'-{(4-benzyl-1,4,8-triazacycloundecane-1,8-diyl)bis[methylene(2-hydroxy-5-methyl-3,1-phenylene)]}bis(2,3-dihydroxypropanamide)